tert-butyl(3-(3-(4-(aminomethyl)-3-fluorophenyl)isoxazole-5-yl)-5-(4-(isopropylsulfonyl)phenyl)pyrazin-2-yl)(tert-butoxycarbonyl)carbamate C(C)(C)(C)OC(N(C(=O)OC(C)(C)C)C1=NC=C(N=C1C1=CC(=NO1)C1=CC(=C(C=C1)CN)F)C1=CC=C(C=C1)S(=O)(=O)C(C)C)=O